Sulfurazidic fluoride S(=O)(=O)(N=[N+]=[N-])F